CSC1=NC(=NC(=N1)NC(C)(C)C)NC1CC1 methylthio-cyclopropylamino-t-butylamino-s-triazine